O=C([C@H](O)[C@@H](O)[C@H](O)[C@H](O)C(=O)O)O.[K] potassium glucaric acid